tert-butyl 2-(3-(2,6-dichloro-3,5-dimethoxyphenyl)-7-(methylamino)-2-oxo-3,4-dihydropyrimido[4,5-d]pyrimidin-1(2H)-yl)-7-azaspiro[3.5]nonane-7-carboxylate ClC1=C(C(=C(C=C1OC)OC)Cl)N1C(N(C2=NC(=NC=C2C1)NC)C1CC2(C1)CCN(CC2)C(=O)OC(C)(C)C)=O